ClC=1C=C(OCCNC)C=CC1C=1N(C2=NC=NC(=C2N1)OC1(CC1)C)CC=1SC(=CN1)C 2-(3-chloro-4-(6-(1-methylcyclopropoxy)-9-((5-methylthiazol-2-yl)methyl)-9H-purin-8-yl)phenoxy)-N-methylethan-1-amine